C12CN(CC2C1)C1=CC(=CC(=N1)NC1=NC=C(C=C1)Cl)C1CCN(CC1)CC1CC1 6-{3-azabicyclo[3.1.0]hexan-3-yl}-N-(5-chloropyridin-2-yl)-4-[1-(cyclopropylmethyl)piperidin-4-yl]pyridin-2-amine